OC1=C(C(=O)C2=CC=CC=C2)C=CC(=C1)OC hydroxy-4-methoxybenzophenone